4-amino-3-((2,6-difluoro-3,5-dimethoxyphenyl)ethynyl)-N-isobutyl-1H-pyrazolo[4,3-c]pyridine-7-carboxamide NC1=NC=C(C2=C1C(=NN2)C#CC2=C(C(=CC(=C2F)OC)OC)F)C(=O)NCC(C)C